7-(2-(1H-pyrazol-1-yl)ethoxy)-6-(tert-butylsulfonyl)-3-iodoimidazo[1,2-a]pyridine N1(N=CC=C1)CCOC1=CC=2N(C=C1S(=O)(=O)C(C)(C)C)C(=CN2)I